3-(2-hydroxybenzylideneamino)-1,3-thiazolidine-2,4-dione OC1=C(C=NN2C(SCC2=O)=O)C=CC=C1